alpha-(3,5-dichloro-2-pyridylimino)-o-cresol copper(II) [Cu+2].ClC=1C(=NC=C(C1)Cl)N=CC1=CC=CC=C1O